ClC=1C(=CC2=C(N=C(S2)NC(OC(C)(C)C)=O)C1)N tert-butyl (5-chloro-6-aminobenzo[d]thiazol-2-yl)carbamate